BrCC1(CC1)S(=O)(=O)C1CC1 1-(Bromomethyl)-1-(cyclopropylsulfonyl)cyclopropane